(3R,4R)-4-{[3-(2,4-difluoro-phenyl)-isoxazole-5-carbonyl]-amino}-1-(2-methyl-cyclopentyl)-piperidine-3-carboxylic acid ((R)-1-cyclobutyl-ethyl)-amide C1(CCC1)[C@@H](C)NC(=O)[C@@H]1CN(CC[C@H]1NC(=O)C1=CC(=NO1)C1=C(C=C(C=C1)F)F)C1C(CCC1)C